BrC1=CC(=C(C(=O)NC2=NC(=CC(=C2)C)N2C[C@H](OCC2)C)C=C1)N1CCC2(CC2)CC1 (R)-4-Bromo-N-(4-methyl-6-(2-methylmorpholino)pyridin-2-yl)-2-(6-azaspiro[2.5]octan-6-yl)benzamide